2-(((tetrahydro-2H-pyran-2-yl)oxy)imino)propanoic acid O1C(CCCC1)ON=C(C(=O)O)C